C(#N)C=1C(=NC2=CC(=CC=C2C1)C1CC1)N1CC2(CN(C2)C(=O)OC(C)(C)C)CC1 tert-butyl 6-(3-cyano-7-cyclopropylquinolin-2-yl)-2,6-diazaspiro[3.4]octane-2-carboxylate